dicyclohexyl-(4-ethylphenyl)chloromethylpalladium C1(CCCCC1)[Pd](CCl)(C1=CC=C(C=C1)CC)C1CCCCC1